[Br-].OC1=CC(=CC=2C(C3=CC=CC(=C3C(C12)=O)O)=O)C(=O)OCCCC1=CC=[N+](C=C1)CC1=CC=C(C=C1)C(F)(F)F (4-(3-((4,5-dihydroxy-9,10-dioxo-9,10-dihydroanthracene-2-carbonyl)oxy)propyl)-1-(4-(trifluoromethyl)benzyl)pyridin-1-ium) bromide salt